acetone bis(2-hydroxypropyl methacrylate) OC(CC=C(C(=O)O)C)C.OC(CC=C(C(=O)O)C)C.CC(=O)C